((2R,3S,4R,5R)-5-(4-aminopyrrolo[2,1-f][1,2,4]triazin-7-yl)-5-cyano-3,4-dihydroxytetrahydrofuran-2-yl)methyl 2-((1r,4R)-4-aminocyclohexyl)acetate NC1CCC(CC1)CC(=O)OC[C@H]1O[C@@]([C@@H]([C@@H]1O)O)(C#N)C1=CC=C2C(=NC=NN21)N